trimethyloctadecylammonium perchlorate Cl(=O)(=O)(=O)[O-].C[N+](CCCCCCCCCCCCCCCCCC)(C)C